[N].[P].FC1=C(COC=2C=C(N)C=CC2)C=CC=C1 3-(2-fluorobenzyloxy)aniline phosphorus nitrogen